1-(azetidin-1-ylmethyl)-2,2-difluorocyclopropan-1-amine dihydrochloride Cl.Cl.N1(CCC1)CC1(C(C1)(F)F)N